4-(2-(6-(difluoromethyl)imidazo[1,2-a]pyrazin-3-yl)pyrimidin-4-yl)-2-(1H-pyrazol-4-yl)morpholine FC(C=1N=CC=2N(C1)C(=CN2)C2=NC=CC(=N2)N2CC(OCC2)C=2C=NNC2)F